1-Octyn-3-ol C#CC(CCCCC)O